FC=1C(=C(C=CC1F)[C@H]1[C@@H](O[C@]([C@H]1C)(C(F)(F)F)C)C(=O)NC1=CC(=NC=C1)C(=O)OC)O methyl 4-((2R,3S,4S,5R)-3-(3,4-difluoro-2-hydroxyphenyl)-4,5-dimethyl-5-(trifluoromethyl)tetrahydrofuran-2-carboxamido)picolinate